2-(4-methoxy-1H-indazol-3-yl)ethan-1-amine COC1=C2C(=NNC2=CC=C1)CCN